tert-butyl 3-[(cyclopropylamino)methyl]azetidin-1-carboxylate C1(CC1)NCC1CN(C1)C(=O)OC(C)(C)C